Cl.N[C@@H](C)C(=O)C=1S(C=CN1)=O alanyl-thiazolone hydrochloride